OC(C)(C)C1=NC2=CC(=CC=C2C(N1)=O)C 2-(2-hydroxy-prop-2-yl)-7-methyl-quinazolin-4(3H)-one